C(C1=CC=CC=C1)OC1=NC(=CC=C1N1C(N(C2C1C=CC(=C2)NC2=C(C=C(C=C2)CC(=O)OC)F)C)=O)OCC2=CC=CC=C2 methyl 2-[4-[[1-(2,6-dibenzyloxy-3-pyridyl)-3-methyl-2-oxo-3a,7a-dihydrobenzimidazol-5-yl]amino]-3-fluoro-phenyl]acetate